C(C1=CC=CC=C1)NC1=C2N=CN(C2=NC(=N1)C=1C=NC=C(C1)O)[C@H]1[C@@H]([C@@H]([C@H](O1)C(=O)NC([2H])([2H])[2H])O)O (2S,3S,4R,5R)-5-(6-(benzylamino)-2-(5-hydroxylpyridin-3-yl)-9H-purin-9-yl)-3,4-dihydroxyl-N-(methyl-d3)-tetrahydrofuran-2-formamide